carbonylbisbenzoic acid C(=O)(C1=C(C(=O)O)C=CC=C1)C1=C(C(=O)O)C=CC=C1